O=C(CCOC(C(C)Br)=O)C α-bromopropionic acid 3-oxobutyl ester